methyl-4-(bromomethyl)benzoate COC(C1=CC=C(C=C1)CBr)=O